6-(3-chloro-4-methoxyphenyl)pyrimidine-4-carboxylic acid methyl ester COC(=O)C1=NC=NC(=C1)C1=CC(=C(C=C1)OC)Cl